(E)-2-(5-Bromo-2-methoxy-3-nitropyridin-4-yl)-N,N-dimethylethen-1-amine BrC=1C(=C(C(=NC1)OC)[N+](=O)[O-])/C=C/N(C)C